3-(2-ethoxy-4-diethylaminophenyl)-7-azaphthalide C(C)OC1=C(C=CC(=C1)N(CC)CC)C1OC(=O)C2=NC=CC=C12